3-methyl-2,3-dihydrophenanthrene-4(1H)-one CC1CCC=2C=CC3=CC=CC=C3C2C1=O